6-(4,4-difluoropiperidin-1-yl)-N-((1-(2,6-dioxopiperidin-3-yl)-2-oxo-1,2-dihydrobenzo[cd]indol-6-yl)methyl)hexanamide FC1(CCN(CC1)CCCCCC(=O)NCC=1C=2C3=C(C(N(C3=CC1)C1C(NC(CC1)=O)=O)=O)C=CC2)F